N-(3-(3-(2,4-Dioxotetrahydropyrimidin-1(2H)-yl)benzofuran-5-yl)prop-2-yn-1-yl)-5-(8-(7-isopropyl-1,3-dimethyl-2-oxo-2,3-dihydro-1H-benzo[d]imidazol-5-yl)isoquinolin-3-yl)picolinamide O=C1N(CCC(N1)=O)C1=COC2=C1C=C(C=C2)C#CCNC(C2=NC=C(C=C2)C=2N=CC1=C(C=CC=C1C2)C2=CC1=C(N(C(N1C)=O)C)C(=C2)C(C)C)=O